BrC1=C(C(=CC=C1)Cl)NC(=O)C=1C(=NC(=NC1)NC=1C=C(C=CC1OC1CCNCC1)C)OCC N-(2-bromo-6-chlorophenyl)-4-ethoxy-2-[4-(4-piperidyloxy)-3-toluidino]-5-pyrimidinecarboxamide